4,6-dichloro-N-Methylpyridazine-3-carboxamide ClC1=C(N=NC(=C1)Cl)C(=O)NC